(1,1-dimethoxy)ethyl-cyclopropane COC(C)(OC)C1CC1